5-[(tert-Butoxycarbonyl)amino]pyrazolo[1,5-a]pyridine-3-carboxylic acid ethyl ester C(C)OC(=O)C=1C=NN2C1C=C(C=C2)NC(=O)OC(C)(C)C